5-(8-(4-Chlorophenyl)-2-imino-3-methyl-2,3-dihydro-1H-imidazo[4,5-c]quinolin-1-yl)-4-methyl-2-(piperidin-1-yl)benzonitrile ClC1=CC=C(C=C1)C1=CC=2C3=C(C=NC2C=C1)N(C(N3C=3C(=CC(=C(C#N)C3)N3CCCCC3)C)=N)C